7-(8-chloronaphthalen-1-yl)-2-(2-(1-(difluoromethyl)-1H-imidazol-2-yl-ethoxy)-8-fluoropyrido[4,3-d]pyrimidin-4-yl)-3,8-diazabicyclo[3.2.1]octan-6-ol ClC=1C=CC=C2C=CC=C(C12)C1C(C2CNC(C1N2)C=2C1=C(N=C(N2)OCCC=2N(C=CN2)C(F)F)C(=CN=C1)F)O